C1(CC1)C1=CC(=NN1)NC=1C2=C(N=C(N1)C=1C=NC(=C(C1)F)N1CC3N(C(C1)C3)CC=3C=NC(=CC3)OC)C=CO2 N-(5-cyclopropyl-1H-pyrazol-3-yl)-2-(5-fluoro-6-(6-((6-methoxypyridin-3-yl)methyl)-3,6-diazabicyclo[3.1.1]heptan-3-yl)pyridin-3-yl)furo[3,2-d]pyrimidin-4-amine